tert-butyl (R)-3-((S)-1-((S)-4-benzyl-2-oxooxazolidin-3-yl)-3-(3-bromo-2,4-difluorophenyl)-1-oxopropan-2-yl)pyrrolidine-1-carboxylate C(C1=CC=CC=C1)[C@@H]1N(C(OC1)=O)C([C@@H](CC1=C(C(=C(C=C1)F)Br)F)[C@@H]1CN(CC1)C(=O)OC(C)(C)C)=O